NC1=NC(=CC2=C1C(N1[C@@H](CO2)CN(CC1)C(=O)OC(C)(C)C)=O)Cl tert-Butyl (R)-1-amino-3-chloro-12-oxo-6a,7,9,10-tetrahydro-12H-pyrazino[2,1-c]pyrido[3,4-f][1,4]oxazepine-8(6H)-carboxylate